(S)-(7-(3,4-dimethoxy-phenyl)pyrazolo[1,5-a]pyrimidin-2-yl)(3-methyl-4-(oxazole-2-carbonyl)piperazin-1-yl)methanone COC=1C=C(C=CC1OC)C1=CC=NC=2N1N=C(C2)C(=O)N2C[C@@H](N(CC2)C(=O)C=2OC=CN2)C